(S)-4-(difluoromethylene)-1,3-dimethylpiperidine-3-carboxylic acid methyl ester COC(=O)[C@@]1(CN(CCC1=C(F)F)C)C